CC1(OB(OC1(C)C)C1NC(CC2=CC=CC=C12)=O)C (4,4,5,5-tetramethyl-1,3,2-dioxaborolan-2-yl)-1,4-dihydroisoquinolin-3(2H)-one